(S)-(3,4-difluoro-2-((2-fluoro-4-iodophenyl)amino)phenyl)(3-hydroxy-3-(piperidin-2-yl)azetidin-1-yl)methanone FC=1C(=C(C=CC1F)C(=O)N1CC(C1)([C@H]1NCCCC1)O)NC1=C(C=C(C=C1)I)F